(R)-2-(5-(1-(2-methoxyphenyl)-2,3-dihydro-1H-cyclopenta[4,5]imidazo[1,2-a]pyridin-7-yl)pyrimidin-2-yl)propan-2-ol COC1=C(C=CC=C1)[C@H]1CCC=2N=C3N(C=C(C=C3)C=3C=NC(=NC3)C(C)(C)O)C21